CN1N=CC(=C1)C1=CNC=2N=CN=C(C21)N2CCOCC2 5-(1-methyl-1H-pyrazol-4-yl)-4-(morpholin-4-yl)-7H-pyrrolo[2,3-d]pyrimidine